ethyl-(2-cyano-2-(2-(3,5-dichloro-4-((5-isopropyl-6-methoxy-4-methylpyridin-3-yl)oxy)phenyl)hydrazineylidene)acetyl)carbamate C(C)OC(NC(C(=NNC1=CC(=C(C(=C1)Cl)OC=1C=NC(=C(C1C)C(C)C)OC)Cl)C#N)=O)=O